4-methyl-2-propyltetrahydro-2H-pyran CC1CC(OCC1)CCC